ClC1=CC(=CC=2N(C(=NC21)CN2[C@@H]1CC[C@@H]1N(CC2)C2=NC(=CC=C2)OCC2=C(C=C(C=C2)C#N)F)C[C@@H]2OCC2)C(=O)OC |o1:12,15,37| rel-Methyl 4-chloro-2-(((1R,6S)-5-(6-((4-cyano-2-fluorobenzyl)oxy)pyridin-2-yl)-2,5-diazabicyclo[4.2.0]octan-2-yl)methyl)-1-(((R)-oxetan-2-yl)methyl)-1H-benzo[d]imidazole-6-carboxylate